FC1=CC(=C(C=C1)N1N=CC=2C1=NC=NC2O)C#CC(C)(C)OC 1-[4-fluoro-2-(3-methoxy-3-methyl-but-1-ynyl)phenyl]pyrazolo[3,4-d]pyrimidin-4-ol